CC(C)N1CCC(CC1)C1=CC=C(C=C1)C=1C=C2C=C(C(NC2=CC1)=O)C=1C=C2N=CC=NC2=CC1 6-{4-[1-(propan-2-yl)piperidin-4-yl]phenyl}-3-(quinoxalin-6-yl)-1,2-dihydro-quinolin-2-one